N[C@@H](C)C=1C(=NC2=C(C(=CC=C2C1)F)C(C)CCC=1C=NN(C1)C)CC1=CC=CC=C1 3-((1s)-1-aminoethyl)-7-fluoro-8-(2-(1-methylpyrazol-4-yl)ethylethyl)-2-phenylmethylquinoline